FC(C(=O)O)(F)F.FC(C)(F)C1=NC(=CC(=N1)N1CC2(C=3C=NC(=CC31)NC(C)=O)CC2)C2COCC2 N-(1'-(2-(1,1-difluoroethyl)-6-(tetrahydrofuran-3-yl)pyrimidin-4-yl)-1',2'-dihydrospiro[cyclopropane-1,3'-pyrrolo[3,2-c]pyridin]-6'-yl)acetamide trifluoroacetate